CC=1NC(=CCC1)C 2,6-dimethyl-1,4-dihydropyridine